C(C)(CC)C1=CC=C(C=C1)NC(=O)C1=CN(C=C1)S(=O)(=O)C=1C=C2C(=C(NC2=CC1)C)C N-(4-(sec-butyl)phenyl)-1-((2,3-dimethyl-1H-indol-5-yl)sulfonyl)-1H-pyrrole-3-carboxamide